BrCCC1=CC=C(C=C1)C(C(=O)OCC)(C)C ethyl 2-(4-(2-bromoethyl) phenyl)-2-methylpropionate